FC(C1=CC(=NC(=C1)C(F)(F)F)N1C(CCC1)C(=O)N(C)C1=CC=C(C=C1)Br)(F)F 1-(4,6-bis(trifluoromethyl)pyridin-2-yl)-N-(4-bromophenyl)-N-methylpyrrolidine-2-carboxamide